C[C@@H]1O[C@@H](CN(C1)C1=CC=CC(=N1)C1=NC2=CC(=NC=C2C=C1)CNC(C1=CC(=C(C=C1)C)S(=O)(=O)C1CCOCC1)=O)C N-((2-(6-((cis)-2,6-dimethylmorpholino)pyridin-2-yl)-1,6-naphthyridin-7-yl)methyl)-4-methyl-3-((tetrahydro-2H-pyran-4-yl)sulfonyl)benzamide